methyl 3-(3-hydroxy-5-methyl-2-pyridyl)propanoate OC=1C(=NC=C(C1)C)CCC(=O)OC